tert-butyl 4-{1-[(3S)-2,6-dioxopiperidin-3-yl]-3-methyl-2-oxo-1,3-benzodiazol-5-yl}-3,6-dihydro-2H-pyridine-1-carboxylate O=C1NC(CC[C@@H]1N1C(N(C2=C1C=CC(=C2)C=2CCN(CC2)C(=O)OC(C)(C)C)C)=O)=O